(8-(Methoxycarbonyl)quinolin-4-yl)boronic acid COC(=O)C=1C=CC=C2C(=CC=NC12)B(O)O